OCCC1N(CCNC1)CCS(=O)(=O)O (2-Hydroxyethyl)piperazine-1-ethanesulfonic acid